O[C@@]1(CC[C@@H]2[C@H]3CC[C@@]4([C@H](CC[C@H]4[C@@H]3CC[C@@H]2C1)C(CN1N=NN(C1=O)C1=CC=C(C#N)C=C1)=O)C)C 4-(4-(2-((3R,5R,8R,9R,10S,13S,14S,17S)-3-hydroxy-3,13-dimethylhexadecahydro-1H-cyclopenta[a]phenanthren-17-yl)-2-oxoethyl)-5-oxo-4,5-dihydro-1H-tetrazol-1-yl)benzonitrile